FC=1C=C(C=CC1)C1CCC(CC1)OC[C@H]1[C@H]([C@@H]2[C@H](N1C(=O)OC)CCC2)NS(=O)(=O)C methyl (2R,3S,3aS,6aR)-2-((((1s,4S)-4-(3-fluorophenyl)cyclohexyl)oxy)methyl)-3-(methylsulfonamido)hexahydrocyclopenta[b]pyrrole-1(2H)-carboxylate